8'-{5-[(Dimethylsulfamoyl)amino]-6-{2-[(propan-2-yl)amino]ethoxy}pyridine-3-yl}-7'-fluoro-3-Methoxy-3'-methyl-2',3'-dihydrospiro[cyclobutane-1,1'-pyrrolo[2,3-c]quinoline]-2'-one CN(S(=O)(=O)NC=1C=C(C=NC1OCCNC(C)C)C1=CC=2C3=C(C=NC2C=C1F)N(C(C31CC(C1)OC)=O)C)C